1-(5-fluoro-3-iodo-1H-indol-2-yl)-3-methylbutan-1-one FC=1C=C2C(=C(NC2=CC1)C(CC(C)C)=O)I